2-amino-9-hydroxymethyl-3-oxo-3H-phenoxazine-1-carboxylic acid n-propyl ester C(CC)OC(=O)C1=C(C(C=C2OC3=CC=CC(=C3N=C12)CO)=O)N